FC1=NC(=C(C=C1[N+](=O)[O-])F)OC 2,5-difluoro-6-methoxy-3-nitro-pyridine